N1=CSC2=NC(=CC=C21)C(C)=O 1-(thiazolo[5,4-b]pyridin-5-yl)ethan-1-one